(S)-N-[(1R)-5-{[3-amino-6-(3-fluoropyrazol-1-yl)pyridin-2-yl]amino}-2-fluoro-2,3-dihydro-1H-inden-1-yl]-2-methylpropane-2-sulfinamide NC=1C(=NC(=CC1)N1N=C(C=C1)F)NC=1C=C2CC([C@@H](C2=CC1)N[S@@](=O)C(C)(C)C)F